COC1=CC=C(C=C1)NCC/C=C/C(=O)C1=CC=CC=C1 (E)-5-((4-methoxyphenyl)amino)-1-phenylpent-2-en-1-one